4,4-difluoro-3-hydroxy-6-isopropyl-3,4-dihydroisoquinolin-1(2H)-one FC1(C(NC(C2=CC=C(C=C12)C(C)C)=O)O)F